C1NCCC2=CC(=CC=C12)C(=O)OC methyl 1,2,3,4-tetrahydroisoquinoline-6-carboxylate